C(C)NC1=C2N=CN(C2=NC=N1)[C@H]1[C@@H]([C@@H]([C@@H](O1)C(OC)P(O)(O)=O)O)O [(2R,3S,4R,5R)-5-[6-(ethylamino)purin-9-yl]-3,4-dihydroxy-tetrahydrofuran-2-yl]-methoxymethylphosphonic acid